N-[3-(2-oxo-2,3-dihydro-1H-1,3-benzodiazol-5-yl)phenyl]prop-2-enamide O=C1NC2=C(N1)C=CC(=C2)C=2C=C(C=CC2)NC(C=C)=O